(ethane-1,2-diylbis(oxy))bis(ethane-2,1-diyl) (5Z,5'Z)-bis(7-((1R,2R,3R,5S)-3,5-dihydroxy-2-((R)-3-hydroxy-5-phenylpentyl)cyclopentyl)hept-5-enoate) O[C@H]1[C@@H]([C@H]([C@H](C1)O)C\C=C/CCCC(=O)OCCOCCOCCOC(CCCC=CC[C@@H]1[C@H]([C@@H](C[C@@H]1O)O)CC[C@H](CCC1=CC=CC=C1)O)=O)CC[C@H](CCC1=CC=CC=C1)O